[Si](C)(C)(C(C)(C)C)OCC=1C(=CC(=NC1)F)N 5-(((tert-butyldimethylsilyl)oxy)methyl)-2-fluoropyridin-4-amine